C(#N)C=1C=C2C(=CC=NC2=CC1)NC1=CC=C(C(=O)N(C2=CC=C(C=C2)NC2=CC=NC=C2)C)C=C1 4-((6-Cyanoquinolin-4-yl)amino)-N-methyl-N-(4-(pyridin-4-ylamino)phenyl)benzamide